4-methyl-6-nonyl-3,6-dihydro-2H-pyran CC=1CCOC(C1)CCCCCCCCC